1-methyl-3-(2'-(4-methyl-4H-1,2,4-triazol-3-yl)-[1,1'-biphenyl]-3-yl)-5-(trifluoromethyl)pyridin-2(1H)-one CN1C(C(=CC(=C1)C(F)(F)F)C=1C=C(C=CC1)C1=C(C=CC=C1)C1=NN=CN1C)=O